Nδ-Phosphosulfamylornithine P(=O)(O)(O)NS(=O)(=O)NCCC[C@H](N)C(=O)O